C(C)(=O)OC1=CN(C=2N=CN=C(C21)C2=C(C=CC(=C2)OC)OC(C)=O)C 4-(2-acetoxy-5-methoxyphenyl)-7-methyl-7H-pyrrolo[2,3-d]pyrimidin-5-yl acetate